5-(N-(1H-indol-4-yl)sulfamoyl)-3-methylbenzofuran-2-carboxylic acid N1C=CC2=C(C=CC=C12)NS(=O)(=O)C=1C=CC2=C(C(=C(O2)C(=O)O)C)C1